CC1=CCCC1 3-methylcyclopent-2-en